tert-butyl 2-(6-hydroxy-4-oxo-quinazolin-3-yl)-6-azaspiro[3.4]octane-6-carboxylate OC=1C=C2C(N(C=NC2=CC1)C1CC2(C1)CN(CC2)C(=O)OC(C)(C)C)=O